O[C@@H]1C[C@H](C1)NC(OC(C)(C)C)=O tert-butyl ((trans)-3-hydroxycyclobutyl)carbamate